P([O-])(=O)(OP(=O)([O-])[O-])OC[C@@H]1[C@H]([C@H]([C@@H](O1)N1C(=O)N=C(N)C=C1)O)O.[Na+].[Na+].[Na+] sodium cytidine-5'-diphosphate